C(C)(C)N1CCC(CC1)S(=O)(=O)N1C=C(C=C1)C(=O)NC=1N=CC2=CC=C(C=C2C1)C=1C=NN(C1)C 1-((1-isopropylpiperidin-4-yl)sulfonyl)-N-(6-(1-methyl-1H-pyrazol-4-yl)isoquinolin-3-yl)-1H-pyrrole-3-carboxamide